BrC1=CC=C(C=C1)CCCC(=O)N 4-(4-bromophenyl)butanamide